tert-Butyl (1-(4-(4-((5-(tert-butyl)isoxazole-3-carboxamido)methyl)-3-methylphenyl)pyridin-3-yl)piperidin-3-yl)(methyl)carbamate C(C)(C)(C)C1=CC(=NO1)C(=O)NCC1=C(C=C(C=C1)C1=C(C=NC=C1)N1CC(CCC1)N(C(OC(C)(C)C)=O)C)C